(S)-2-acetamido-N-(2-(2-(4-amino-2-butyl-1H-imidazo[4,5-c]quinolin-1-yl)ethoxy)ethyl)-5-guanidinopentanamide C(C)(=O)N[C@H](C(=O)NCCOCCN1C(=NC=2C(=NC=3C=CC=CC3C21)N)CCCC)CCCNC(=N)N